N-isobutylaspartic acid C(C(C)C)N[C@@H](CC(=O)O)C(=O)O